((3S,5S)-tert-butyl 1-(5-(cyanomethyl)-2-nitrophenyl)-5-(hydroxymethyl) pyrrolidin-3-yl) carbamate C(N)(O[C@@H]1C(N([C@@H](C1)CO)C1=C(C=CC(=C1)CC#N)[N+](=O)[O-])C(C)(C)C)=O